ClC1=CC=NC=2CCC[C@@H](C12)C (5S)-4-chloro-5-methyl-5,6,7,8-tetrahydroquinoline